4-chloro-3,5-difluoro-1H-indole ClC1=C2C(=CNC2=CC=C1F)F